2-(azidomethyl)butan-1-ol N(=[N+]=[N-])CC(CO)CC